The molecule is an N-acyl-1-O-beta-D-glucosyl-15-methylhexadecasphing-4-enine in which the acyl group has 27 carbons and 0 double bonds and is 2-hydroxylated. It derives from a 15-methylhexadecasphing-4-enine. CCCCCCCCCCCCCCCCCCCCCCCCCC(C(=O)N[C@@H](CO[C@H]1[C@@H]([C@H]([C@@H]([C@H](O1)CO)O)O)O)[C@@H](/C=C/CCCCCCCCCC(C)C)O)O